N-(5-(4-(Difluoromethyl)phenoxy)-2-methoxyphenyl)-1-methyl-5-oxopyrrolidine-2-carboxamide FC(C1=CC=C(OC=2C=CC(=C(C2)NC(=O)C2N(C(CC2)=O)C)OC)C=C1)F